IC12CC(C1)(C2)S(=O)(=O)C2=CC=C(C=C2)OC 1-iodo-3-((4-methoxyphenyl)sulfonyl)bicyclo[1.1.1]pentane